[Si](C)(C)(C(C)(C)C)OCC=1C=C(C=C(C1B1OC(CO1)(C)C)F)NC1=NC=C(C(=N1)N[C@@H]1COCC[C@H]1C#N)Cl (trans)-3-((2-((3-(((tert-butyldimethylsilyl)oxy)methyl)-4-(5,5-dimethyl-1,3,2-dioxaborolan-2-yl)-5-fluorophenyl)amino)-5-chloropyrimidin-4-yl)amino)tetrahydro-2H-pyran-4-carbonitrile